1-(4-bromophenyl)-3-[(4-methoxyphenyl)methyl]-1,3-diazinane-2,4-dione BrC1=CC=C(C=C1)N1C(N(C(CC1)=O)CC1=CC=C(C=C1)OC)=O